C(C)(=O)N1CCC(CC1)C1=CC2=C(N=CN=C2NC(C)C2=NC(=CC(=C2)C(F)(F)F)N)N(C1=O)C 6-(1-acetyl-4-piperidinyl)-4-[1-[6-amino-4-(trifluoromethyl)-2-pyridinyl]ethylamino]-8-methyl-pyrido[2,3-d]pyrimidin-7-one